2-(2-(3,3-Difluoroazetidin-1-yl)ethyl)benzonitrile FC1(CN(C1)CCC1=C(C#N)C=CC=C1)F